ClC=1C(=C(C=CC1)[C@]1(CN(CC1)C(C=C)=O)NC1=CC=C2C(N(C(C2=C1)=O)C)(C)C)C 6-{[(3R)-3-(3-Chloro-2-methylphenyl)-1-(prop-2-enoyl)pyrrolidin-3-yl]amino}-2,3,3-trimethylisoindol-1-one